C1(C=CC2=CC=CC=C12)=N indenone imine